Cl.BrC1=CNC(C2=C1N=C(N=C2NC2=CC(=C(C=C2)OC2=CC=CC=C2)F)NC2CCN(CC2)C)=O 8-bromo-4-((3-fluoro-4-phenoxyphenyl)amino)-2-((1-methylpiperidin-4-yl)amino)pyrido[4,3-d]pyrimidin-5(6H)-one hydrochloride